C1=CC(=CC=C1C2=CC(=O)C3=C(O2)C=C(C=C3)O)O The molecule is a dihydroxyflavone in which the two hydroxy substituents are located at positions 4' and 7. It has a role as a metabolite.